4,6-decanediynoic acid C(CCC#CC#CCCC)(=O)O